C(#N)CCOCCN1C(C=CC=C1)=O N-(2-cyanoethoxy)ethylpyridinone